CC(C)(CCC(C)(OOC(C(CCCC)CC)=O)C)OOC(C(CCCC)CC)=O 2,5-dimethyl-2,5-bis(2-ethyl-hexanoylperoxy)hexane